ClC1=C(C(=CC(=C1)C(F)(F)F)Cl)N1C[C@H](CN(S1(=O)=O)CC(=O)NC1C2CC3(CC(CC1C3)C2)C(=O)N)C 4-(2-((S)-6-(2,6-dichloro-4-(trifluoromethyl)phenyl)-4-methyl-1,1-dioxido-1,2,6-thiadiazinan-2-yl)acetamido)adamantane-1-carboxamide